4-amino-1-methylcyclohexane NC1CCC(CC1)C